ClC1=C(C=CC=C1Cl)N 2,3-dichloro-benzeneamine